Sodium 3-(cyanomethyl)-3-hydroxy-7-methyl-2-oxoindoline-6-carboxylate C(#N)CC1(C(NC2=C(C(=CC=C12)C(=O)[O-])C)=O)O.[Na+]